C(C)(=O)NS(=O)(=O)C1=CC=C(C=C1)NC(=O)C1=NC(=CN=C1N)C=1C=NC(=NC1)N N-(4-(N-acetylsulfamoyl)phenyl)-3-amino-6-(2-aminopyrimidin-5-yl)pyrazine-2-carboxamide